C(C)OC(=O)[C@H]1N(CC2(C1)CCN(CC2)C(=O)OC(C)(C)C)C(=O)OCC2=CC=CC=C2 (S)-2,8-diazaspiro[4.5]decane-2,3,8-tricarboxylic acid 2-benzyl 8-(tert-butyl) 3-ethyl ester